n-decyl α-D-glucopyranoside O([C@@H]1[C@H](O)[C@@H](O)[C@H](O)[C@H](O1)CO)CCCCCCCCCC